2-nitrotrimesic acid [N+](=O)([O-])C1=C(C(=O)O)C=C(C=C1C(=O)O)C(=O)O